O(C1=CC=CC=C1)C1=C(C=CC=C1)/C(/C(=O)OC)=C\OC methyl (E)-2-[2-phenoxyphenyl]-3-methoxyacrylate